N-((1S,4S)-4-Aminocyclohexyl)-5-(2-methyl-4-phenoxyphenyl)-4-oxo-4,5-dihydro-3H-1-thia-3,5,8-triazaacenaphthylene-2-carboxamide NC1CCC(CC1)NC(=O)C=1SC=2N=CC=C3N(C(NC1C23)=O)C2=C(C=C(C=C2)OC2=CC=CC=C2)C